3-(5-(2-Acrylamidoethoxy)-6-aminopyrimidin-4-yl-5-fluoro-2-methylphenyl)-4-cyclopropyl-2-fluorobenzamide C(C=C)(=O)NCCOC=1C(=NC=NC1N)C=1C(=C(C=C(C1)F)C=1C(=C(C(=O)N)C=CC1C1CC1)F)C